(S)-(3-((2-(3,5-dimethylisoxazol-4-yl)-5-fluoropyrimidin-4-yl)oxy)azetidin-1-yl)(5-(5-fluoropyridin-3-yl)-4,5-dihydro-1H-pyrazol-1-yl)methanone CC1=NOC(=C1C1=NC=C(C(=N1)OC1CN(C1)C(=O)N1N=CC[C@H]1C=1C=NC=C(C1)F)F)C